3-(isopropoxy)benzyl bromide C(C)(C)OC=1C=C(CBr)C=CC1